C(C)(C)OC(=O)C1=CC2=C(C=N1)C=NN2C(CC)(F)F 1-(1,1-difluoropropyl)-1H-pyrazolo[4,3-c]pyridine-6-carboxylic acid isopropyl ester